(anthracene-9,10-diylbis(4,1-phenylene))dimethanol C1=CC=CC2=C(C3=CC=CC=C3C(=C12)C1=CC=C(C=C1)CO)C1=CC=C(C=C1)CO